COC=1C=CC(=NC1)CN1CC2(C1)CN(C2)S(=O)(=O)C=2C(=NC(=CC2)C(F)(F)F)C 2-((5-methoxypyridin-2-yl)methyl)-6-((2-methyl-6-(trifluoromethyl)pyridin-3-yl)sulfonyl)-2,6-diazaspiro[3.3]heptane